C(#N)C1=C(N=C(S1)N(C1=C(N=C2N1C=C(C=C2)C=2C=NC(=NC2)N2CCC(CC2)NC(=O)[C@@H]2NC[C@H](C2)O)CC)C)C2=CC=C(C=C2)F (2R,4S)-N-(1-(5-(3-((5-cyano-4-(4-fluorophenyl)thiazol-2-yl)(methyl)amino)-2-ethylimidazo[1,2-a]pyridin-6-yl)pyrimidin-2-yl)piperidin-4-yl)-4-hydroxypyrrolidine-2-carboxamide